C1(=CC=CC2=CC=CC=C12)[C@@H](C)N (R)-1-(naphthalen-1-yl)ethane-1-Amine